C(=O)C1=CC=C(C=C1)P(O)(O)=O (4-formylphenyl)phosphonic acid